BrC1=C(C=C(C(=C1)OC)\C=C(/C)\[N+](=O)[O-])OC 1-bromo-2,5-dimethoxy-4-[(E)-2-nitroprop-1-en-1-yl]Benzene